NC=1C=C2CCN(CC2=CC1)C(C(F)(F)F)=O 1-(6-amino-3,4-dihydroisoquinolin-2(1H)-yl)-2,2,2-trifluoroethanone